4-(2-((S)-2-(2-isopropylphenyl)pyrrolidin-1-yl)-7-azaspiro[3.5]Nonan-7-yl)benzoic acid methyl ester COC(C1=CC=C(C=C1)N1CCC2(CC(C2)N2[C@@H](CCC2)C2=C(C=CC=C2)C(C)C)CC1)=O